OC1C(CN(CC1)C(=O)NC1=NC2=C(N1)C(=CC=C2C=2C=NN(C2)C)OC)CC(C)C 4-hydroxy-N-[7-methoxy-4-(1-methyl-1H-pyrazol-4-yl)-1H-1,3-benzodiazol-2-yl]-3-(2-methylpropyl)piperidine-1-carboxamide